2-(thiazol-4-yl)ethan-1-ol S1C=NC(=C1)CCO